7-(3-amino-4-((2-methoxyethoxy)methoxy)phenyl)-3-(4-(tert-butyl)phenyl)-6,7-dihydro-1,7-naphthyridin-8(5H)-one NC=1C=C(C=CC1OCOCCOC)N1CCC=2C=C(C=NC2C1=O)C1=CC=C(C=C1)C(C)(C)C